NCC(C1=CC(=CC(=C1)F)Cl)NC(=O)C=1N=CN(C1)C1=NC(=NC=C1C)NC1CCOCC1 N-(2-amino-1-(3-chloro-5-fluorophenyl)ethyl)-1-(5-methyl-2-((tetrahydro-2H-pyran-4-yl)amino)pyrimidin-4-yl)-1H-imidazole-4-carboxamide